ClC1=NC(=CC(=C1)NC(OC(C)(C)C)=O)N1CC2(C(C2)(F)F)C1 tert-butyl N-[2-chloro-6-(2,2-difluoro-5-azaspiro[2.3]hexan-5-yl)-4-pyridyl]carbamate